CC1(C=COO1)C Dimethyldioxolen